2-(pyridin-3-yl)-1H-pyrrolo[1,2-c]imidazol-3(2H)-one N1=CC(=CC=C1)N1C(N2C(C1)=CC=C2)=O